(S)-N-(8,9-Difluoro-6-oxo-1,4,5,6-tetrahydro-2H-pyrano[3,4-c]isoquinolin-1-yl)-2'-fluoro-N-methyl-[1,1'-biphenyl]-4-carboxamide FC=1C(=CC=2C3=C(NC(C2C1)=O)COC[C@H]3N(C(=O)C3=CC=C(C=C3)C3=C(C=CC=C3)F)C)F